FC(=CC1=C(C=CC(=C1)C(F)(F)F)NC(C(C)(C)N1N=CC(=C1)I)=O)F N-(2-(2,2-difluorovinyl)-4-(trifluoromethyl)phenyl)-2-(4-iodo-1H-pyrazol-1-yl)-2-Methylpropionamide